(S,E)-3-((3-(2-(2-(4-(azetidin-1-yl)-N-methylbut-2-enamido)propanamido)ethyl)phenyl)amino)-5,6-dimethylpyrazine-2-carboxamide N1(CCC1)C/C=C/C(=O)N(C)[C@H](C(=O)NCCC=1C=C(C=CC1)NC=1C(=NC(=C(N1)C)C)C(=O)N)C